tert-butyl (2R,3S,4S)-3-[({2-[(tert-butoxycarbonyl)(2-isopropoxyethyl)amino]ethyl}carbamoyl)oxy]-4-[(tert-butoxycarbonyl)oxy]-2-[(4-methoxyphenyl)methyl]pyrrolidine-1-carboxylate C(C)(C)(C)OC(=O)N(CCNC(=O)O[C@H]1[C@H](N(C[C@@H]1OC(=O)OC(C)(C)C)C(=O)OC(C)(C)C)CC1=CC=C(C=C1)OC)CCOC(C)C